N1C=C(C2=CC=CC=C12)C=1C2=C(N=C(N1)N1C(COCC1)C)CN(CC2)C(=O)C2CCCCC2 (4-(1H-indol-3-yl)-2-(3-methylmorpholino)-5,8-dihydropyrido[3,4-d]pyrimidin-7(6H)-yl)(cyclohexyl)methanone